2-chloro-9,9-dimethyl-5-phenyl-9H-fluorene ClC1=CC=2C(C3=CC=CC(=C3C2C=C1)C1=CC=CC=C1)(C)C